1,2-oxazol-5-carboxylic acid O1N=CC=C1C(=O)O